7-chloro-1-(3,6,9,12,15,18-hexaoxahenicos-20-yn-1-yl)-5-phenyl-1,3-dihydro-2H-benzo[e][1,4]diazepin-2-one ClC1=CC2=C(N(C(CN=C2C2=CC=CC=C2)=O)CCOCCOCCOCCOCCOCCOCC#C)C=C1